(2S,4R)-1-((S)-2-acetamidopropanoyl)-N-(2-(benzyl(methyl)amino)-2-oxoethyl)-4-hydroxypyrrolidine-2-carboxamide C(C)(=O)N[C@H](C(=O)N1[C@@H](C[C@H](C1)O)C(=O)NCC(=O)N(C)CC1=CC=CC=C1)C